ClC1=NC(=NC(=N1)N(C(C)(CC(C)(C)C)C)C1CC(N(C(C1)(C)C)C)(C)C)N(C(C)(CC(C)(C)C)C)C1CC(N(C(C1)(C)C)C)(C)C 6-chloro-N2,N4-bis(1,2,2,6,6-pentamethylpiperidin-4-yl)-N2,N4-bis(2,4,4-trimethylpentane-2-yl)-1,3,5-triazine-2,4-diamine